OB1OC2=C([C@H]3[C@@H]1C3)C=CC(=C2C(=O)O)OC2CN(C2)C([C@](N)(CO)C)=O (1aS,7bR)-2-hydroxy-5-{[1-(2-methyl-D-seryl)azetidin-3-yl]oxy}-1,1a,2,7b-tetrahydrocyclopropa[c][1,2]benzoxaborinine-4-carboxylic acid